tert-butyl 1-[2-[4-(3,4-dichloro-2-fluoro-anilino)-6-nitro-quinazolin-7-yl]ethynyl]-3-azabicyclo[3.1.0]hexane-3-carboxylate ClC=1C(=C(NC2=NC=NC3=CC(=C(C=C23)[N+](=O)[O-])C#CC23CN(CC3C2)C(=O)OC(C)(C)C)C=CC1Cl)F